(3S,4S,5R)-4-hydroxy-3,5-dimethyl-piperidine-1-carboxylic acid benzyl ester C(C1=CC=CC=C1)OC(=O)N1C[C@@H](C([C@@H](C1)C)O)C